CC=1CC(C(C(C1)C)C)C=O 3,5,6-TRIMETHYL-3-CYCLOHEXENE-1-CARBOXALDEHYDE